CN(CCC=1C(=CC(N(C1)C(C(=O)N[C@@H](CC(=O)O)C=1C(=C(C=C(C1F)C)C1=C(C=C(C=C1C)C)F)F)CC(C)C)=O)C(F)(F)F)C (3S)-3-(2-(5-(2-(dimethylamino)ethyl)-2-oxo-4-(trifluoromethyl)pyridin-1(2H)-yl)-4-methylpentanamido)-3-(2,2',4-trifluoro-4',5,6'-trimethyl-[1,1'-biphenyl]-3-yl)propanoic acid